[2-(5-chloro-3-methyl-benzothiophen-2-yl)-1-methyl-propyl] (2S)-2-[(3-hydroxy-4-methoxy-pyridine-2-carbonyl) amino]propanoate OC=1C(=NC=CC1OC)C(=O)N[C@H](C(=O)OC(C(C)C=1SC2=C(C1C)C=C(C=C2)Cl)C)C